NCCC(=O)NC1CCC(CC1)N1C=C(C2=CC=CC(=C12)C)CC N-((1r,4r)-4-(3-aminopropanamido)cyclohexyl)-3-ethyl-7-methyl-1H-indole